6-(4-fluoro-3-isopropyl-5-(1-(2-(methylsulfonyl)ethyl)piperidin-4-yl)-1H-pyrrolo[2,3-c]pyridin-2-yl)-8-methoxy-[1,2,4]triazolo[1,5-a]pyridine FC1=C2C(=CN=C1C1CCN(CC1)CCS(=O)(=O)C)NC(=C2C(C)C)C=2C=C(C=1N(C2)N=CN1)OC